(S,E)-N-(2-(Dimethylamino)-3-(4-hydroxyphenyl)propyl)-2-phenyldiazene-1-carboxamide CN([C@H](CNC(=O)\N=N\C1=CC=CC=C1)CC1=CC=C(C=C1)O)C